C(C1=CC=CC=C1)C1(C[C@@H]2[C@@H](CN(C2)C(=O)NC2=C(C=CC(=C2)C)OC)C1)O (3aR,5r,6aS)-5-benzyl-5-hydroxy-N-(2-methoxy-5-methylphenyl)hexahydro-cyclopenta[c]pyrrole-2(1H)-carboxamide